ferric sulfate vanadium [V+5].S(=O)(=O)([O-])[O-].[Fe+3].S(=O)(=O)([O-])[O-].S(=O)(=O)([O-])[O-].S(=O)(=O)([O-])[O-]